N-[[[(2-mercaptoethyl)amino]carbonyl]methyl]-N-(2-mercaptoethyl)-6-aminohexanoic acid SCCNC(=O)CN(CCCCCC(=O)O)CCS